CC1=NC2=C(N1)C=CC(=C2)C=2C=C(C#N)C=CC2 3-(2-Methyl-1H-benzimidazol-5-yl)benzonitrile